2-(5-Fluoro-2-((4-(((1,1,1,3,3,3-hexafluoropropan-2-yl)oxy)carbonyl)piperazin-1-yl)methyl)phenoxy)acetic acid FC=1C=CC(=C(OCC(=O)O)C1)CN1CCN(CC1)C(=O)OC(C(F)(F)F)C(F)(F)F